C(CCCCCCC\C=C/CCCCCCCC)OC(CCCCCCCCCCCCCCC(C)C)=O Oleylisostearat